(10Z)-2,5-dimethyl-9,12-dioxo-13-{2-[(1-oxodecyl) oxy] ethyl}-2,5,8,13-tetrazapentadec-10-en-15-yl decanoate C(CCCCCCCCC)(=O)OCCN(C(\C=C/C(NCCN(CCN(C)C)C)=O)=O)CCOC(CCCCCCCCC)=O